CC1=C(C(=CC=C1)C)C=1C=2C(N3CCN(CC(OC4=CC=NC(NS(C(=CC1)C2)(=O)=O)=N4)C3)CC3=CC=NC=C3)=O (2,6-dimethylphenyl)-18-[(pyridin-4-yl)methyl]-15-oxa-8λ6-thia-1,9,11,18,22-pentaazatetracyclo[14.4.1.13,7.110,14]tricosa-3(23),4,6,10(22),11,13-hexaene-2,8,8-trione